3-chloro-2-methoxy-4-methyl-5,7-dihydro-6H-pyrrolo[3,4-b]Pyridine-6-carboxylic acid tert-butyl ester C(C)(C)(C)OC(=O)N1CC2=NC(=C(C(=C2C1)C)Cl)OC